(2S,3R)-2-amino-3-hydroxyoctanoic acid N[C@H](C(=O)O)[C@@H](CCCCC)O